methyl 2-((2,2,7-trifluoro-3-oxo-6-(perfluorophenyl)-2,3-dihydro-4H-benzo[b][1,4]oxazin-4-yl)methyl)acrylate FC1(C(N(C2=C(O1)C=C(C(=C2)C2=C(C(=C(C(=C2F)F)F)F)F)F)CC(C(=O)OC)=C)=O)F